4'-((2-(Tert-butyl)-1H-imidazol-1-yl)methyl)-3'-fluoro-5-isobutyl-N-(5-methoxypyrimidin-2-yl)-[1,1'-biphenyl]-2-sulfonamide C(C)(C)(C)C=1N(C=CN1)CC1=C(C=C(C=C1)C=1C(=CC=C(C1)CC(C)C)S(=O)(=O)NC1=NC=C(C=N1)OC)F